(1,6-diazaspiro[3.3]hept-1-yl)methanone N1(CCC12CNC2)C=O